FC(C=1C=C(C(=O)N[C@@H](C)C2=NC=NN2C2=NC=C(C(=O)O)C=C2)C=C(C1)C(F)(F)F)(F)F 6-(5-{(1S)-1-[3,5-bis(trifluoromethyl)benzoylamino]ethyl}-1H-1,2,4-triazol-1-yl)nicotinic acid